[[[[4-[2-methyl-1-imidazolyl-butyl]phenyl]acetyl]-seryl]-lysinyl]-amine CC(C(C=1NC=CN1)C1=CC=C(C=C1)CC(=O)N[C@@H](CO)C(=O)N[C@@H](CCCCN)C(=O)N)CC